FC(C(C(F)(F)F)OC(=O)N1CCC2(CCCN2CC=2C=C(C=C(C2)C(F)(F)F)C2(CCCC2)C(=O)O)CC1)(F)F 1-(3-((8-(((1,1,1,3,3,3-Hexafluoropropan-2-yl)oxy)carbonyl)-1,8-diazaspiro[4.5]decan-1-yl)methyl)-5-(trifluoromethyl)phenyl)cyclopentane-1-carboxylic acid